6-({[2-Chloro-5-(cyclopropylethynyl)phenyl]carbonyl}amino)-N-(3-chloro-2-methylphenyl)-2-(dimethylamino)-1H-benzoimidazole-4-carboxamide ClC1=C(C=C(C=C1)C#CC1CC1)C(=O)NC=1C=C(C2=C(NC(=N2)N(C)C)C1)C(=O)NC1=C(C(=CC=C1)Cl)C